C(CCCCCC)(=O)OCCCC(OC(NCCCN(CCCCN(C)C)C)=O)CCCOC(CCCCCC)=O [3-(dimethylamino) propyl]-11-methyl-6-oxo-4-{3-[(1-oxoheptyl) oxy] propyl}-7,11-diaza-5-oxadodec-1-yl heptanoate